(S)-7,7-difluoro-2-(2-methylazetidin-1-yl)-4-(1-(1-methylazetidin-3-yl)-1H-pyrazol-4-yl)-6,7-dihydro-5H-cyclopenta[d]pyrimidine FC1(CCC2=C1N=C(N=C2C=2C=NN(C2)C2CN(C2)C)N2[C@H](CC2)C)F